(S)-3-(4-(7H-Pyrrolo[2,3-d]pyrimidin-4-yl)-1H-pyrazol-1-yl)-3-cyclopentylpropanenitrile N1=CN=C(C2=C1NC=C2)C=2C=NN(C2)[C@@H](CC#N)C2CCCC2